(R)-2-((R)-7-fluoroisochroman-1-yl)azetidine FC1=CC=C2CCO[C@H](C2=C1)[C@@H]1NCC1